N,N'-Bis(2,2,6,6-tetramethylpiperidin-4-yl)hexane-1,6-diamine CC1(CC(CC(N1)(C)C)NCCCCCCNC2CC(NC(C2)(C)C)(C)C)C